(2-methyl-2-azabicyclo[2.1.1]hexan-1-yl)methanol CN1C2(CC(C1)C2)CO